FC1=CC=C2C=C(C=C(C2=C1C#C[Si](C(C)C)(C(C)C)C(C)C)C1=CC=2N=C(N=C(C2C(O1)=O)N1[C@@H](CC1)C)S(=O)C)OCOC [7-fluoro-3-(methoxymethoxy)-8-[2-(triisopropylsilyl)ethynyl]naphthalen-1-yl]-2-methanesulfinyl-4-[(2R)-2-methylazetidin-1-yl]pyrano[4,3-d]pyrimidin-5-one